OC=1C=C2CC[C@@H]([C@@H](C2=CC1)C1=CC=C(OCCN2CCN(CC2)C(COC2=CC=C3C(=NN(C3=C2)C)C2C(NC(CC2)=O)=O)=O)C=C1)C1=CC=CC=C1 3-(6-(2-(4-(2-(4-((1R,2S)-6-Hydroxy-2-phenyl-1,2,3,4-tetrahydronaphthalen-1-yl)phenoxy)ethyl)piperazin-1-yl)-2-oxoethoxy)-1-methyl-1H-indazol-3-yl)piperidine-2,6-dione